C(C)N1N=CC=C1C(=O)N[C@@H]([C@@H](CC)C1=CC=C(C=C1)F)C=1N=C2N(N=CC(=C2)CC2C(N[C@@H](C2)C(F)(F)F)=O)C1 1-ethyl-N-((1S,2S)-2-(4-fluorophenyl)-1-(7-(((5S)-2-oxo-5-(trifluoromethyl)pyrrolidin-3-yl)methyl)imidazo[1,2-b]pyridazin-2-yl)butyl)-1H-pyrazole-5-carboxamide